3-dimethylamino-2-(cholest-5-ene-3beta-oxybutan-4-oxy)-1-(cis,cis-9,12-octadecadienyloxy)propane CN(CC(COCCCCCCCC\C=C/C\C=C/CCCCC)OC(CCC)O[C@@H]1CC2=CC[C@H]3[C@@H]4CC[C@H]([C@@H](CCCC(C)C)C)[C@]4(CC[C@@H]3[C@]2(CC1)C)C)C